(3S,4R)-4-((S)-5H-imidazo[5,1-a]isoindol-5-yl)tetrahydrofuran-3-ol Cis-3-Hexenyl-Acetate C(C\C=C/CC)CC(=O)O[C@@H]1COC[C@H]1[C@@H]1N2C(C3=CC=CC=C13)=CN=C2